((3S,4S)-3-amino-4-(3-fluorophenyl)piperidin-1-yl)(imidazo[1,5-a]pyridin-8-yl)methanone N[C@@H]1CN(CC[C@H]1C1=CC(=CC=C1)F)C(=O)C=1C=2N(C=CC1)C=NC2